triallyl-propyl-isocyanuric acid C(C=C)C(CCN1C(=O)NC(=O)NC1=O)(CC=C)CC=C